methyl 5-(1-(adamantan-1-ylmethyl)-5-methyl-1H-pyrazol-4-yl)-1-(6-(benzo[d]thiazol-2-yl ((2-(trimethylsilyl) ethoxy) methyl) amino) pyridazin-3-yl)-1H-indole-4-carboxylate C12(CC3CC(CC(C1)C3)C2)CN2N=CC(=C2C)C2=C(C=3C=CN(C3C=C2)C=2N=NC(=CC2)N(COCC[Si](C)(C)C)C=2SC3=C(N2)C=CC=C3)C(=O)OC